6,7-dihydro-5H-pyrrolizine-3-yl (phenyl) ketone C1(=CC=CC=C1)C(=O)C1=CC=C2CCCN12